The molecule is a member of the class of hydroxycyclohexanones that is cyclohexanone substituted by hydroxy groups at positions 2, 3 and 4, and by a hydroxymethyl group at position 5 (the 2R,3S,4R,5R-diastereomer). It has a role as a bacterial metabolite. It is a cyclitol, a hydroxycyclohexanone and a tetrol. C1[C@@H]([C@H]([C@@H]([C@H](C1=O)O)O)O)CO